BrC1=CC=C(C=C1)C=1C=NC(=NC1)CN1CCOCC1 4-((5-(4-bromophenyl)pyrimidin-2-yl)methyl)morpholine